N-methoxy-N-methyl-spiro[2.2]pentane-2-carboxamide CON(C(=O)C1CC12CC2)C